(E)-4-(4-chlorobut-2-enamido)-3-cyano-N-(3-(2-ethyl-1-methyl-6-(trifluoromethyl)-1H-benzo[d]imidazol-5-yl)phenyl)benzamide ClC/C=C/C(=O)NC1=C(C=C(C(=O)NC2=CC(=CC=C2)C2=CC3=C(N(C(=N3)CC)C)C=C2C(F)(F)F)C=C1)C#N